FC1=C(C(=CC=C1)C(F)(F)F)NS(=O)(=O)C=1C=C(C=NC1OC)NC(=O)C=1OC(=CN1)C1=CC=CC=C1 N-(5-(N-(2-fluoro-6-(trifluoromethyl)phenyl)sulfamoyl)-6-methoxypyridin-3-yl)-5-phenyloxazole-2-carboxamide